CC(CCC(CCCCN)C)N 1,4-dimethyl-1,8-diamino-octane